(R)-7-(2-(((3-chloropyridin-2-yl)oxy)methyl)pyrrolidin-1-yl)-6-cyano-1-(6-((2-methoxyethyl)amino)pyridin-3-yl)-4-oxo-1,4-dihydroquinoline-3-carboxylic acid ClC=1C(=NC=CC1)OC[C@@H]1N(CCC1)C1=C(C=C2C(C(=CN(C2=C1)C=1C=NC(=CC1)NCCOC)C(=O)O)=O)C#N